NC=1C2=C(N=CN1)N(C(=C2C2=CC=C(C=C2)C(=O)N2C[C@@H](CC2)OC)C2=CC=C(C=C2)NC(C(=C)C)=O)C (R)-N-(4-(4-amino-5-(4-(3-methoxypyrrolidine-1-carbonyl)phenyl)-7-methyl-7H-pyrrolo[2,3-d]pyrimidin-6-yl)phenyl)methacrylamide